sulfo-sulfonic acid sodium [Na].S(=O)(=O)(O)S(=O)(=O)O